6-(4-((2R,5S)-4-acryloyl-1-(2-hydroxyethyl)-5-methylpiperazin-2-yl)-6-chloropyridin-2-yl)-N-methylpyrimidine-4-carboxamide C(C=C)(=O)N1C[C@H](N(C[C@@H]1C)CCO)C1=CC(=NC(=C1)Cl)C1=CC(=NC=N1)C(=O)NC